(S)-quinuclidin-3-yl (5-(4-isobutylphenyl)-6-methoxy-2,2-dimethyl-2,3-dihydro-1H-inden-1-yl)carbamate C(C(C)C)C1=CC=C(C=C1)C=1C=C2CC(C(C2=CC1OC)NC(O[C@@H]1CN2CCC1CC2)=O)(C)C